C(=O)C=1C(=C2C=C(N(C2=CC1)C[C@H]1CNC(CO1)=O)C#N)C 5-formyl-4-methyl-1-[[(2R)-5-oxomorpholin-2-yl]methyl]indole-2-carbonitrile